S1C=NC=C1C(=O)N (E)-1,3-thiazole-5-carboxamide